CN(C(OC1=C(C(=CC=C1)C=CC(=O)NC1=C(C=CC=C1)Br)OC)=O)C 3-(((2-bromophenyl) amino)-3-oxo-1-propenyl)-2-methoxyphenyl dimethylcarbamate